1,1-dibenzyl-3-cycloheptylurea C(C1=CC=CC=C1)N(C(=O)NC1CCCCCC1)CC1=CC=CC=C1